[Cl-].[Cl-].C(CO)O ethylene glycol dichloride